9-N-[5-(Diethylamino)pentan-2-yl]-2,4-difluoro-7-methoxyacridine-3,9-diamine C(C)N(CCCC(C)NC=1C2=CC(=CC=C2N=C2C(=C(C(=CC12)F)N)F)OC)CC